diacetoxydiethyl-silane C(C)(=O)O[Si](CC)(CC)OC(C)=O